tetrahydroxygold O[Au](O)(O)O